N1C(=CC=2C1=CN=CC2)C2=CC=C(C=C2)C=2C=CC(=NC2)N(C)C 5-(4-(1H-pyrrolo[2,3-c]pyridin-2-yl)phenyl)-N,N-dimethylpyridin-2-amine